1-(2-methoxyethoxy)-1-vinylcyclopropane COCCOC1(CC1)C=C